CC1=CC2=C(N=C(S2)NC2=CC=CC=C2)C=C1 (6-methylbenzo[d]thiazol-2-yl)aniline